NC1=C(C=C(N=N1)C1=C(C=CC=C1)O)N1CC2CCC(C1)N2C2=NC(=NC=C2)Br 2-[6-amino-5-[8-(2-bromopyrimidin-4-yl)-3,8-diazabicyclo[3.2.1]octan-3-yl]pyridazin-3-yl]phenol